COC(CCN)(C)C 3-methoxy-3-methylbutan-1-amine